C(C)OC=1C(=CC2=CN(N=C2C1)C)NC(=O)N1CCC=2C1=NC(=CC2N2CCN(CC2)C(=O)[O-])C 4-(1-((6-ethoxy-2-methyl-2H-indazol-5-yl)carbamoyl)-6-methyl-2,3-dihydro-1H-pyrrolo[2,3-b]pyridin-4-yl)piperazine-1-carboxylate